C1(CC1)C1=C(C=NC(=C1)C(NC=1C(=C(C=CC1)C1=C(C(=CC=C1)NC(C1=NC=C(C(=C1)C1CC1)CNC1CC1)=O)C)C)=O)CN[C@H](CO)C(=O)O ((4-cyclopropyl-6-((3'-(4-cyclopropyl-5-((cyclopropylamino)methyl)picolinamido)-2,2'-dimethyl-[1,1'-biphenyl]-3-yl)carbamoyl)pyridin-3-yl)methyl)-D-serine